5-bromo-2-(tert-butylamino)-6-methylpyridine-3-carboxylic acid methyl ester COC(=O)C=1C(=NC(=C(C1)Br)C)NC(C)(C)C